6'-(6-((3-(4-methylpiperazin-1-yl)phenyl)amino)-1H-pyrrolo[2,3-b]pyridin-3-yl)spiro[cyclohexane-1,1'-isoindolin]-3'-one CN1CCN(CC1)C=1C=C(C=CC1)NC1=CC=C2C(=N1)NC=C2C2=CC=C1C(NC3(C1=C2)CCCCC3)=O